(1S,2R)-2-((S)-8-(((S)-1-Acetylpyrrolidin-3-yl)oxy)-5-bromo-1-((1-oxoisoindolin-2-yl)methyl)-1,2,3,4-tetrahydroisochinolin-2-carbonyl)cyclohexan C(C)(=O)N1C[C@H](CC1)OC=1C=CC(=C2CCN([C@@H](C12)CN1C(C2=CC=CC=C2C1)=O)C(=O)C1CCCCC1)Br